ClC1=C(C=CC=C1)C=1C(=NN2C1CCCCC2)C(=O)O 3-(2-chlorophenyl)-5,6,7,8-tetrahydro-4H-pyrazolo[1,5-a]azepine-2-carboxylic acid